hydroxymethylsulfide bis(2-mercaptoacetate) SCC(=O)O.SCC(=O)O.OCSCO